2-(2-(3-(3-amino-1H-pyrazol-5-yl)cyclopentyl)oxazol-5-yl)propan-2-ol NC1=NNC(=C1)C1CC(CC1)C=1OC(=CN1)C(C)(C)O